C(C)(C)N(P(OCCC#N)OCCSCCP(=O)(OC)OC)C(C)C 2-cyanoethyl (2-((2-(dimethoxyphosphoryl) ethyl) thio) ethyl) diisopropylphosphoramidite